1-(tolylsulfonyl)pyrrole C1(=C(C=CC=C1)S(=O)(=O)N1C=CC=C1)C